6-chloro-4-((5-(5-(dimethylphosphoryl)-1-methyl-1H-pyrazol-3-yl)-4-methoxypyridin-3-yl)amino)pyridazine-3-carboxamide ClC1=CC(=C(N=N1)C(=O)N)NC=1C=NC=C(C1OC)C1=NN(C(=C1)P(=O)(C)C)C